ClC1=C(C=CC=C1OC([2H])([2H])[2H])C1=CC2=C(N=C(N=C2)N[C@H]2[C@H](COC2)NC(C=C)=O)C(=N1)NCC1CC1 N-((3R,4S)-4-((6-(2-chloro-3-(meth-oxy-d3)phenyl)-8-((cyclopropylmeth-yl)amino)pyrido[3,4-d]pyrimidin-2-yl)amino)tetrahydrofuran-3-yl)acryl-amide